2-bromobenzyl(triphenyl)phosphonium bromide [Br-].BrC1=C(C[P+](C2=CC=CC=C2)(C2=CC=CC=C2)C2=CC=CC=C2)C=CC=C1